C(C)(C)S(=O)(=O)C1=NC=CC=C1C=1C(=NC(=NC1)N)N (2-(isopropylsulfonyl)pyridin-3-yl)pyrimidine-2,4-diamine